4-((5-(4-Amino-2-chloro-5-fluorophenyl)pyridine-2-yl)oxy)tetrahydro-2H-thiopyran 1,1-dioxide NC1=CC(=C(C=C1F)C=1C=CC(=NC1)OC1CCS(CC1)(=O)=O)Cl